tert-butyl 4-(1,5-dimethylimidazol-2-yl)piperazine-1-carboxylate CN1C(=NC=C1C)N1CCN(CC1)C(=O)OC(C)(C)C